C1(CC1)C=1C(=NC=CC1)C1NCCC1 3-cyclopropyl-2-(pyrrolidin-2-yl)pyridine